(S)-5-(1-(2,4-difluorophenyl)ethyl)-6-fluoro-3-((3-fluorobenzyl)amino)-4H-benzo[e][1,2,4]thiadiazine 1,1-dioxide FC1=C(C=CC(=C1)F)[C@H](C)C1=C(C=CC2=C1NC(=NS2(=O)=O)NCC2=CC(=CC=C2)F)F